3-(3-methyl-2-oxo-2,3-dihydrobenzo[d]oxazol-5-yl)bicyclo[1.1.1]pentane-1-carboxylic acid CN1C(OC2=C1C=C(C=C2)C21CC(C2)(C1)C(=O)O)=O